3-(4-chloro-3-(ethoxycarbonyl)-1-ethyl-1H-pyrazol-5-yl)-4-isopropylpyridine 1-oxide ClC=1C(=NN(C1C=1C=[N+](C=CC1C(C)C)[O-])CC)C(=O)OCC